O[C@@H](CN1C[C@@H]2[C@](C1)(C[C@H](C2)OC2=CC=CC=C2)O)C2=CC1=C(NC(O1)=O)C=C2 6-((R)-1-hydroxy-2-((3as,5s,6ar)-3a-hydroxy-5-phenoxyhexahydrocyclopenta[c]pyrrol-2(1H)-yl)ethyl)benzo[d]oxazol-2(3H)-one